FC1=C(C=CC(=C1)F)C1=NC(=NC2=NC(=C(N=C12)C)C)N1C[C@@H](OCC1)C=1C=NN(C1)C 4-(2,4-difluorophenyl)-6,7-dimethyl-2-((2S)-2-(1-methyl-1H-pyrazol-4-yl)-4-morpholinyl)pteridine